FC1=C(C=CC(=C1)F)C(=O)N1CCCCC1 1-[(2,4-difluorophenyl)carbonyl]piperidin